C(CC)C1CC(=O)NCCC1 3-n-propyl-epsilon-caprolactam